CC1=C(C2=C(NN=N2)C=C1)N 5-methyl-1H-1,2,3-benzotriazol-4-amine